1-(trans-5-((4-(trifluoromethyl)pyridin-3-yl)oxy)octahydrocyclopenta[c]pyrrole-2-carbonyl)-1H-pyrazole-3-carboxylic acid FC(C1=C(C=NC=C1)OC1CC2C(CN(C2)C(=O)N2N=C(C=C2)C(=O)O)C1)(F)F